1,4,7,10-tetramethyl-1,4,7-triazacyclododecane CN1CCN(CCN(CCC(CC1)C)C)C